Cl.NC=1C=2N(C3=CC(=C(C=C3N1)F)C(=O)O)C=NC2C 4-amino-7-fluoro-3-methylimidazo[1,5-a]quinoxaline-8-carboxylic acid hydrochloride